3,5-dibromopicolinic acid BrC=1C(=NC=C(C1)Br)C(=O)O